methyl 2-cyclopropyl-5-ethoxy-4-((2-oxo-3-(4-((3-sulfamoylpropyl)carbamoyl)phenyl)-1-oxa-3,8-diazaspiro[4.5]decan-8-yl)methyl)benzoate C1(CC1)C1=C(C(=O)OC)C=C(C(=C1)CN1CCC2(CN(C(O2)=O)C2=CC=C(C=C2)C(NCCCS(N)(=O)=O)=O)CC1)OCC